ClC1=C(C=C(C=C1)NC(C(=O)C1=CC=C(OC=2C(=NC=CC2)C(=O)NC)C=C1)=O)C(F)(F)F (4-(2-((4-chloro-3-(trifluoromethyl)phenyl)amino)-2-oxoacetyl)phenoxy)-N-methylpyridine-carboxamide